N[C@H](C(=O)OC)CCC(C)(C)C methyl (2S)-2-amino-5,5-dimethyl-hexanoate